2-(2-fluoro-3-methoxyphenyl)-5-[1-(benzenesulfonyl)-1H-pyrrolo[2,3-b]pyridin-4-yl]-1H-pyrrole-3-carboxylic acid methyl ester COC(=O)C1=C(NC(=C1)C1=C2C(=NC=C1)N(C=C2)S(=O)(=O)C2=CC=CC=C2)C2=C(C(=CC=C2)OC)F